N-(tert-Butoxycarbonylamino)-N-(2-methoxy-1,1-dimethyl-ethyl)carbamic acid tert-butyl ester C(C)(C)(C)OC(N(C(COC)(C)C)NC(=O)OC(C)(C)C)=O